OC=1C=2N(C=C(C1)N1CCCCC1)N=CC2C#N 4-hydroxy-6-(piperidine-1-yl)pyrazolo[1,5-a]Pyridine-3-carbonitrile